OC1=CC=C(C[N+](C2=CC=CC=C2)(C)C)C=C1 (4-hydroxybenzyl)dimethylanilinium